CC1=CC[C@@H]([C@@H]([C@H]1OC=C)C)C (4S,5S,6R)-1,4,5-trimethyl-6-vinyloxy-cyclohexene